di-(p-chlorophenyl)methylene(cyclopentadienyl)(octamethyloctahydrodibenzofluorenyl)zirconium dichloride [Cl-].[Cl-].ClC1=CC=C(C=C1)C(=[Zr+2](C1(C(C(C(C2(C3C(=C4C=5C=CC=CC5CC4=C21)C=CCC3)C)(C)C)(C)C)(C)C)C)C3C=CC=C3)C3=CC=C(C=C3)Cl